3,3-dimethylglutaric anhydride CC1(CC(=O)OC(C1)=O)C